N1C(=NC=C1)C=1C=C(C=CC1)NC(=O)C=1C=NN2C1N=C(C=C2)N(CC)C2CC2 N-(3-(1H-imidazol-2-yl)phenyl)-5-(cyclopropyl(ethyl)amino)pyrazolo[1,5-a]pyrimidine-3-carboxamide